(3r,4s)-4-[2-(5-cyclopropyl-4,7-difluoro-3,3-dimethyl-2-oxoindol-1-yl)acetamido]-3-(trifluoromethyl)pentanoic acid C1(CC1)C=1C(=C2C(C(N(C2=C(C1)F)CC(=O)N[C@H]([C@@H](CC(=O)O)C(F)(F)F)C)=O)(C)C)F